3-bromo-2-(thiophen-3-yl)propan-1-ol BrCC(CO)C1=CSC=C1